CC1=CC=C(C=C1)NC1=CC=C(C=C1)C Di(para-methylphenyl)amin